N-(bis(3-(tributylsilyl)phenyl)phosphaneyl)-N-butyl-1,1-di-o-tolylphosphanamine C(CCC)[Si](C=1C=C(C=CC1)P(N(P(C1=C(C=CC=C1)C)C1=C(C=CC=C1)C)CCCC)C1=CC(=CC=C1)[Si](CCCC)(CCCC)CCCC)(CCCC)CCCC